tert-butyl (S)-2-(4-methoxy-2-(3-(2-methoxyethoxy) phenyl)-4-carbonylbutyl)-2,7-diazaspiro[3.5]nonane-7-carboxylate COC(C[C@H](CN1CC2(C1)CCN(CC2)C(=O)OC(C)(C)C)C2=CC(=CC=C2)OCCOC)=C=O